F[C@H]1C[C@@H]2CC(CN2C1)=C (2s,7as)-2-fluoro-6-methylenetetrahydro-1H-pyrrolizin